heptanal di-ethylacetal C(C)OC(CCCCCC)OCC